[C@H](C)(CC)NC=1C2=C(N=C(N1)NC1=CC=C(C=3CCOC31)C(=O)N3CCC(CC3)N3CCOCC3)NC=C2C(F)(F)F (S)-(7-((4-(sec-butylamino)-5-(trifluoromethyl)-7H-pyrrolo[2,3-d]pyrimidin-2-yl)amino)-2,3-dihydrobenzo-furan-4-yl)(4-morpholinopiperidin-1-yl)methanone